FC=1C(=NC2=C(C(=CC=C2C1)C(=O)C(C#N)C#N)F)C1=CC=CC=C1 2-(3,8-difluoro-2-phenylquinoline-7-carbonyl)malononitrile